CN1C(C=CC(=C1)C=1C=NN(C1)C(C)C=1C=NC=CC1)=O 1-methyl-5-(1-(1-(pyridin-3-yl)ethyl)-1H-pyrazol-4-yl)pyridin-2(1H)-one